tert-butyl N-[2-(dimethylamino)ethyl]-N-prop-2-ynyl-carbamate CN(CCN(C(OC(C)(C)C)=O)CC#C)C